diazo azide [N+](=[N-])(N=[N+]=[N-])N=[N+]=[N-]